CC1=NC=C(C=N1)[C@H](CC(=O)O)C1(CC1)C(F)(F)F (S)-3-(2-methylpyrimidin-5-yl)-3-(1-(trifluoromethyl)cyclopropyl)propanoic acid